3-(5-(5-(ethylamino)pyridazin-3-yl)-1-oxoisoindolin-2-yl)piperidine-2,6-dione C(C)NC=1C=C(N=NC1)C=1C=C2CN(C(C2=CC1)=O)C1C(NC(CC1)=O)=O